C1(CC1)C(=O)N1CCN(CC1)C1=CC=C(C=C1)NC1=NC=C(C(=N1)NC1CC1)C(=O)NC1=C(C=CC=C1C)C 2-((4-(4-(cyclopropanecarbonyl)piperazin-1-yl)phenyl)amino)-4-(cyclopropylamino)-N-(2,6-dimethylphenyl)pyrimidine-5-carboxamide